C1(=CC=CC=2OC3=C(C21)C=CC=C3)C=3C=CC=NC3 5-dibenzofuranyl-pyridine